C(C(C)(C)C)OC(CC)=O propionic acid neopentyl ester